N1=C(C=CC=C1)C1(CN(CC1)CC1=CC=C(C=C1)NC(C)=O)CCC1=CSC=C1 N-(4-((3-(pyridin-2-yl)-3-(2-(thiophen-3-yl)ethyl)pyrrolidin-1-yl)methyl)phenyl)acetamide